ClC=1C=CC(=C(C1)B(O)O)C=O (5-chloro-2-formyl-phenyl)boronic acid